NC1=NC(=CC(=C1)C[C@@H]1[C@H](N(C1=O)C(=O)N[C@H](CC)C1=CC(=C(C=C1)F)F)C(=O)N(C)C1=CC=NN1C)C (2S,3R)-3-((2-amino-6-methylpyridin-4-yl)methyl)-N2-(1-methyl-1H-pyrazol-5-yl)-N1-((R)-1-(3,4-difluorophenyl)propyl)-N2-methyl-4-oxoazetidine-1,2-dicarboxamide